N(N)C(CNC(C1=CC(=C(C=C1)O)O)=O)=O N-(2-hydrazinyl-2-oxoethyl)-3,4-dihydroxybenzamide